O1C=C(C(C2=CC=CC=C12)=O)\C=C\1/OC2=C(C1=O)C=CC=C2 (Z)-2-(4H-chromon-3-ylmethylene)benzofuran-3(2H)-one